O1C2C(C(C1)C(C(=O)[O-])(CC(C)C)N)OCC2C(C(=O)[O-])(CC(C)C)N hexahydrofuro[3,2-b]furan-3,6-diylbis(2-amino-4-methylpentanoate)